1,4-dimethyl-2-[2-(3-pyridyl)indazol-5-yl]-1,2,4-triazolidine-3,5-dione CN1N(C(N(C1=O)C)=O)C1=CC2=CN(N=C2C=C1)C=1C=NC=CC1